ClC=1C(=NC(=NC1)NC1CCOCC1)C1=CC=C2CN(C(C2=C1)=O)CC(=O)N[C@H](C)C1=CC(=CC=C1)CN(C)C 2-(6-{5-chloro-2-[(oxan-4-yl)amino]pyrimidin-4-yl}-1-oxo-2,3-dihydro-1H-isoindol-2-yl)-N-[(1R)-1-{3-[(dimethylamino)methyl]phenyl}ethyl]acetamide